(R)-1-(3-(difluoromethyl)-2-fluorophenyl)-1,1-difluoro-2-methylpropan-2-ol FC(C=1C(=C(C=CC1)C(C(C)(O)C)(F)F)F)F